N-β-hydroxy-ethylmorpholine OCCN1CCOCC1